N-trimethoxysilylpropyl-N-methylamine CO[Si](OC)(OC)CCCNC